O=C1NN=C2C(N1C(=O)OC(C)(C)C)=CC1CCC2N1C(=O)OC(C)(C)C Di-tert-butyl (±)-3-oxo-2,3,6,7,8,9-hexahydro-4H-6,9-epiminocyclohepta-[e][1,2,4]triazine-4,10-dicarboxylate